rac-2'-ethoxy-5-[cis-2-ethyl-4-hydroxypiperidin-1-yl]-[2,3'-bipyridine]-6-carbonitrile C(C)OC1=NC=CC=C1C1=NC(=C(C=C1)N1[C@H](C[C@H](CC1)O)CC)C#N |r|